3-[5-benzyloxy-1-(4-fluoro-3-methyl-phenyl)-2-isopropyl-indol-3-yl]-1H-pyrazole-5-carboxylic acid C(C1=CC=CC=C1)OC=1C=C2C(=C(N(C2=CC1)C1=CC(=C(C=C1)F)C)C(C)C)C1=NNC(=C1)C(=O)O